2-(octylamino)ethanol tert-butyl-carbamate Tert-butyl-(tert-butoxycarbonyl)(2-chloro-3-((3,5-dimethyl-4-oxo-3,4-dihydro-quinazolin-6-yl)oxy)-4-fluorophenyl)carbamate C(C)(C)(C)C=1C(=C(C(=C(C1)N(C(O)=O)C(=O)OC(C)(C)C)Cl)OC=1C(=C2C(N(C=NC2=CC1)C)=O)C)F.C(C)(C)(C)NC(O)=O.C(CCCCCCC)NCCO